(1RS,2RS,7SR,8SR)-tricyclo[6.2.1.0~2,7~]undec-9-en-3-one [C@H]12[C@H]3C(CCC[C@H]3[C@H](C=C1)C2)=O |r|